C1(CC1)C=1N=NN(C1)[C@H](C(=O)N1[C@@H](C[C@H](C1)O)C(=O)NC1CN(C1)C1=CC=NC=C1)C(C)(C)C (2S,4R)-1-[(2S)-2-(4-cyclopropyltriazol-1-yl)-3,3-dimethyl-butanoyl]-4-hydroxy-N-[1-(4-pyridyl)azetidin-3-yl]pyrrolidine-2-carboxamide